(Z)-9-tetradecenoic acid n-octyl ester C(CCCCCCC)OC(CCCCCCC\C=C/CCCC)=O